BrCC(=O)C1(CC2=CC=CC=C2C1)C=C 2-(2-bromoacetyl)-2-vinyl-indan